tert-butyl (S)-2-(1-amino-5-(ethoxycarbonyl)-4-(4-((4-methylpyridin-2-yl)carbamoyl)phenyl)-1H-imidazol-2-yl)piperidine-1-carboxylate NN1C(=NC(=C1C(=O)OCC)C1=CC=C(C=C1)C(NC1=NC=CC(=C1)C)=O)[C@H]1N(CCCC1)C(=O)OC(C)(C)C